COC(C1=CC(=C(C=C1)O)F)OC 4-dimethoxymethyl-2-fluoro-phenol